6-(6-chloro-4-{3,8-diazabicyclo[3.2.1]octan-3-yl}-2-({1-[(3,3-dimethylpiperidin-1-yl)methyl]cyclopropyl}methoxy)-8-fluoroquinazolin-7-yl)-4-methyl-5-(trifluoromethyl)pyridin-2-amine ClC=1C=C2C(=NC(=NC2=C(C1C1=C(C(=CC(=N1)N)C)C(F)(F)F)F)OCC1(CC1)CN1CC(CCC1)(C)C)N1CC2CCC(C1)N2